C(CCCCCCCCCCCCCCCCC)(=O)OCCCC Butyl stearate